ICCC(CCCCC)=O 1-iodooctan-3-one